(S)-1-(4-fluorophenyl)-N-(3-((2-(prop-2-yn-1-yloxy)ethyl)amino)bicyclo[1.1.1]pentan-1-yl)-3,4-dihydroisoquinoline-2(1H)-carboxamide FC1=CC=C(C=C1)[C@@H]1N(CCC2=CC=CC=C12)C(=O)NC12CC(C1)(C2)NCCOCC#C